N-palmitoyldihydrosphingosine CCCCCCCCCCCCCCC[C@H]([C@H](CO)NC(=O)CCCCCCCCCCCCCCC)O